ClC1=CN(C2=CC(=C(C=C12)CC(=O)NC1=NC=CC(=C1)NCC=1N=C2N(C=C(C=C2)C2CC2)C1)F)C(=O)OC(C)(C)C tert-butyl 3-chloro-5-(2-((4-(((6-cyclopropylimidazo[1,2-a]pyridin-2-yl)methyl)amino)pyridin-2-yl)amino)-2-oxoethyl)-6-fluoro-1H-indole-1-carboxylate